C(CCCCCCCCCCCCCCCCCC)(=O)[O-] nonadecanate